FC([S@@](=O)C=1N=C2N(N1)[C@@H](C[C@@H]2F)C2=CC=CC=C2)F (5S,7S)-2-[(S)-difluoromethylsulfinyl]-7-fluoro-5-phenyl-6,7-dihydro-5H-pyrrolo[1,2-b][1,2,4]triazole